[Si].[Cr].[Pd] palladium-chromium-silicon